CS(=O)(=O)OC[C@@]12OC[C@@H](N(C1)C(=O)OC(C)(C)C)C2 tertbutyl (1S,4S)-1-(((methylsulfonyl)oxy)methyl)-2-oxa-5-azabicyclo[2.2.1]heptane-5-carboxylate